N1=C(N=CC=C1)N1C=CC2=CC(=CC=C12)I 1-(2-pyrimidyl)-5-iodoindole